(S)-2-amino-2-carboxyethyl (2-(trimethylammonio)ethyl) phosphate P(=O)(OC[C@@H](C(=O)O)N)(OCC[N+](C)(C)C)[O-]